2-Methylbenzene-1,4-diyl bis{4-[3-(acryloyloxy)propoxy]benzoate} C(C=C)(=O)OCCCOC1=CC=C(C(=O)OC2=C(C=C(C=C2)OC(C2=CC=C(C=C2)OCCCOC(C=C)=O)=O)C)C=C1